C(=O)C1=CC=C(O1)C=1C=C2C(=CNC2=CC1)C(=O)NC1=CC=NC=C1 5-(5-Formylfuran-2-yl)-N-(pyridine-4-yl)-1H-indole-3-carboxamide